[Si](C)(C)(C(C)(C)C)OCC=1C=C2C=C(N=C(C2=CN1)Cl)Cl 6-((tert-butyldimethylsilyloxy)methyl)-1,3-dichloro-2,7-naphthyridine